C1=CC=CC=2C3=CC=CC=C3C(C12)COC(=O)N[C@H](COCC1=CC=CC=C1)C(=O)O N-[(9H-fluoren-9-yl)methoxycarbonyl]-O-(benzyl)-D-serine